2-(bromomethyl)-7-morpholino-5-(3-(m-tolyl)-1H-pyrazol-1-yl)furo[3,2-b]pyridine BrCC1=CC2=NC(=CC(=C2O1)N1CCOCC1)N1N=C(C=C1)C=1C=C(C=CC1)C